5-((3-(3-((3-cyano-4-cyclobutoxybenzyl)amino)propanamido)propyl)amino)benzo[c][2,6]naphthyridine-8-carboxamide C(#N)C=1C=C(CNCCC(=O)NCCCNC2=NC3=C(C4=CN=CC=C24)C=CC(=C3)C(=O)N)C=CC1OC1CCC1